2-((2-((4-(4-((3-((2,6-dioxopiperidin-3-yl)amino)benzyl)(methyl)amino)piperidin-1-yl)-2-methoxyphenyl)amino)-5-(trifluoromethyl)pyridin-4-yl)amino)-N-methylbenzamide O=C1NC(CCC1NC=1C=C(CN(C2CCN(CC2)C2=CC(=C(C=C2)NC2=NC=C(C(=C2)NC2=C(C(=O)NC)C=CC=C2)C(F)(F)F)OC)C)C=CC1)=O